COC(C1=C(C(=C(C=C1F)Br)O)C)=O 4-bromo-6-fluoro-3-hydroxy-2-methylbenzoic acid methyl ester